FC1=C(C(=O)NC2=C(C(=CC(=C2)F)C=2C3=C(N=CN2)N(C(=C3)C3=CC=C(C=C3)O)COCC[Si](C)(C)C)C)C=CC(=C1)C(C)(C)O 2-fluoro-N-(5-fluoro-3-(6-(4-hydroxyphenyl)-7-((2-(trimethylsilyl)ethoxy)methyl)-7H-pyrrolo[2,3-d]pyrimidin-4-yl)-2-methylphenyl)-4-(2-hydroxypropan-2-yl)benzamide